B([O-])([O-])[O-].C(CCC)C1=C(C(=C(C(=C1[N+](C1=C(C=C(C=C1)C)C)(C1=C(C=C(C=C1)C)C)C1=C(C=C(C=C1)C)C)C)CCCC)C)CCCC.C(CCC)C1=C(C(=C(C(=C1[N+](C1=C(C=C(C=C1)C)C)(C1=C(C=C(C=C1)C)C)C1=C(C=C(C=C1)C)C)C)CCCC)C)CCCC.C(CCC)C1=C(C(=C(C(=C1[N+](C1=C(C=C(C=C1)C)C)(C1=C(C=C(C=C1)C)C)C1=C(C=C(C=C1)C)C)C)CCCC)C)CCCC tris(n-butyl)tetrakis(2,4-dimethylphenyl)ammonium borate